N-(2-hydroxybenzyl)-2,5-dimethoxy-4-iodo-phenethylamine OC1=C(CNCCC2=C(C=C(C(=C2)OC)I)OC)C=CC=C1